2-(5-(3-aminoisoquinolin-7-yl)-1-methyl-1H-pyrazol-3-yl)-N-(4-((4-methylpiperazin-1-yl)methyl)-3-(trifluoromethyl)phenyl)-acetamide NC=1N=CC2=CC(=CC=C2C1)C1=CC(=NN1C)CC(=O)NC1=CC(=C(C=C1)CN1CCN(CC1)C)C(F)(F)F